BrCCCC(=O)OCCCCCCCCCC n-Decyl 4-bromobutyrate